(E)-(4-(2-Chlorophenyl)piperazin-1-yl)(2,3-dichlorophenyl)methanone oxime ClC1=C(C=CC=C1)N1CCN(CC1)/C(=N/O)/C1=C(C(=CC=C1)Cl)Cl